BrC1=CN=CC=2CN(C3(CC3)COC21)C(=O)OC(C)(C)C tert-Butyl 9-bromospiro[2,5-dihydropyrido[3,4-f][1,4]oxazepine-3,1'-cyclopropane]-4-carboxylate